C1(=CC(=CC=C1)N1NC(=CC(=N1)C=1C=C(C=CC1)C1=CC=CC=C1)C=1C=C(C=CC1)C1=CC=CC=C1)C1=CC=CC=C1 2,4,6-tris(biphenyl-3-yl)-triazine